3-(4-bromophenyl)tetrahydrofuran BrC1=CC=C(C=C1)C1COCC1